N-[2-(4-formylcyclohexyl)-6-(1-hydroxy-1-methyl-ethyl)indazol-5-yl]-6-(trifluoromethoxy)pyridine-2-carboxamide C(=O)C1CCC(CC1)N1N=C2C=C(C(=CC2=C1)NC(=O)C1=NC(=CC=C1)OC(F)(F)F)C(C)(C)O